C12CN(CC2C1)C1=NC2=C(C=C(C=C2C(N1C)=O)C)C(C)NC=1C(=NC(=CC1)C(F)(F)F)C(=O)O 3-((1-(2-(3-azabicyclo[3.1.0]hexan-3-yl)-3,6-dimethyl-4-oxo-3,4-dihydroquinazolin-8-yl)ethyl)amino)-6-(trifluoromethyl)picolinic acid